C(#N)C1=CC(=C(C=C1)NS(=O)(=O)C=1C=C(NC1)C=1C(=C(SC1)C(=O)O)F)F 4-(4-(N-(4-cyano-2-fluorophenyl)sulfamoyl)-1H-pyrrol-2-yl)-3-fluorothiophene-2-carboxylic acid